Cl.N1C=NC(=C1)C1=CC=C(C=C1)C(C(=O)NCC1=CC(=CC=C1)Cl)N1C(C(C2=CC=CC(=C12)F)=O)=O (4-(1H-imidazol-4-yl)phenyl)-N-(3-chlorobenzyl)-2-(7-fluoro-2,3-dioxoindolin-1-yl)acetamide hydrochloride